N3-butyl-N1-cyanoguanidine C(CCC)NC(NC#N)=N